1-(4-(4-((3-chloro-4-(thiazol-2-ylmethoxy)phenyl)amino)-7H-pyrrolo[2,3-d]pyrimidin-5-yl)piperidin-1-yl)prop-2-en-1-one ClC=1C=C(C=CC1OCC=1SC=CN1)NC=1C2=C(N=CN1)NC=C2C2CCN(CC2)C(C=C)=O